5-(4-fluoro-1-isopropyl-2-methyl-1H-benzo[d]imidazol-6-yl)-N-(cis-4-(trifluoromethoxy)cyclohexyl)pyrrolo[2,1-f][1,2,4]triazin-2-amine FC1=CC(=CC=2N(C(=NC21)C)C(C)C)C=2C=CN1N=C(N=CC12)N[C@@H]1CC[C@@H](CC1)OC(F)(F)F